C(#C)C1CC(C1)C(=O)NC 3-ethynyl-N-methyl-cyclobutanecarboxamide